BrC1=C(C=C(C(=C1)[N+](=O)[O-])OC)N1CCC(CC1)OC1CCN(CC1)C(=O)OC(C)(C)C tert-Butyl 4-((1-(2-bromo-5-methoxy-4-nitrophenyl)piperidin-4-yl)oxy)piperidine-1-carboxylate